tri-(4-methoxyphenyl)phosphine COC1=CC=C(C=C1)P(C1=CC=C(C=C1)OC)C1=CC=C(C=C1)OC